4-(4-((1R,5S)-3,8-diazabicyclo[3.2.1]octan-3-yl)-2-(((2R,7aS)-2-fluorotetrahydro-1H-pyrrolizin-7a(5H)-yl)methoxy)pyrido[2,3-d]pyrimidin-7-yl)-5,6-difluoronaphthalen-2-ol [C@H]12CN(C[C@H](CC1)N2)C=2C1=C(N=C(N2)OC[C@]23CCCN3C[C@@H](C2)F)N=C(C=C1)C1=CC(=CC2=CC=C(C(=C12)F)F)O